BrC1=CC(=C(C(=C1)F)Cl)F 1-bromo-3,5-difluoro-4-chlorobenzene